Decanedioic acid bis(2,2,6,6-tetramethyl-4-piperidyl) ester CC1(NC(CC(C1)OC(CCCCCCCCC(=O)OC1CC(NC(C1)(C)C)(C)C)=O)(C)C)C